2-(5-(6-chloro-3-(1H-imidazol-1-yl)-5-methoxy-1-methyl-1H-pyrrolo[3,2-b]pyridin-2-yl)-1H-1,2,4-triazol-3-yl)-2,2-difluoroethan-1-ol ClC=1C=C2C(=NC1OC)C(=C(N2C)C2=NC(=NN2)C(CO)(F)F)N2C=NC=C2